(5-Chloro-1-methyl-3-(5-methylisoxazol-3-yl)-1H-pyrazol-4-yl)(3-(isopentyl(methyl)amino)azepan-1-yl)methanone ClC1=C(C(=NN1C)C1=NOC(=C1)C)C(=O)N1CC(CCCC1)N(C)CCC(C)C